3-benzyl-1-(trans-4-((5-cyano-4-(3-methyl-1H-pyrazol-4-yl)pyrimidin-2-yl)amino)-cyclohexyl)-1-(5-(1-methyl-1H-pyrazol-4-yl)pyridin-2-yl)urea C(C1=CC=CC=C1)NC(N(C1=NC=C(C=C1)C=1C=NN(C1)C)[C@@H]1CC[C@H](CC1)NC1=NC=C(C(=N1)C=1C(=NNC1)C)C#N)=O